2-ethyl-5,11-dioxo-6,12-bis(n-pentyloxycarbonyloxy)naphthonaphthalene C(C)C=1C=CC2=C3C(C(C(=C2C1)OC(=O)OCCCCC)=O)=C1C=CC=CC1=C(C3=O)OC(=O)OCCCCC